dipropylene glycol monoisopropyl ether C(C)(C)OC(C)COC(C)CO